IC1=CC(=NC(=C1)N1CCOCC1)NC1CCC(CC1)(O)C (1R,4R)-4-((4-iodo-6-morpholinopyridin-2-yl)amino)-1-methylcyclohexan-1-ol